BrC=1C=C(C=NC1I)C(=O)OC methyl 5-bromo-6-iodopyridine-3-carboxylate